(1R,7S)-2-(7-Chloro-8-fluoro-2-(((2R,7aS)-2-fluorotetrahydro-1H-pyrrolizin-7a(5H)-yl)methoxy-d2)pyrido[4,3-d]pyrimidin-4-yl)-5-oxa-2-azabicyclo[5.1.0]octane ClC1=C(C=2N=C(N=C(C2C=N1)N1[C@@H]2C[C@@H]2COCC1)OC([2H])([2H])[C@]12CCCN2C[C@@H](C1)F)F